C1=NC=CC2=C1NC1=CC=CC=C21 9H-pyrido[3,4-b]-indole